CC1=NC(=CC(=C1)C=1NC2=CC=C(C=C2C1C(C)C)C1=CC2=C(CN(CC2)CC(=O)NC)S1)C 2-(2-(2-(2,6-dimethylpyridin-4-yl)-3-isopropyl-1H-indol-5-yl)-4,7-dihydrothieno[2,3-c]pyridin-6(5H)-yl)-N-methylacetamide